BrC=1C=C(C=CC1)C(C#C[C@]1(C(N(CC1)C)=O)O)=O (R)-3-(3-(3-bromophenyl)-3-oxoprop-1-ynyl)-3-hydroxy-1-methylpyrrolidin-2-one